(Z)-N-(2-(Dimethylamino)ethyl)-5-((5-fluoro-2-oxoindolin-3-ylidene)methyl)-2,4-dimethyl-1H-pyrrole-3-carboxamide CN(CCNC(=O)C1=C(NC(=C1C)\C=C\1/C(NC2=CC=C(C=C12)F)=O)C)C